FC1=CC=2N(C=C1)C(=CN2)C2=C1CNC(C1=C(C=C2)NC2=NC=C(C=C2)[C@@H]2COCC2)=O (R)-4-(7-fluoroimidazo[1,2-a]pyridin-3-yl)-7-((5-(tetrahydrofuran-3-yl)pyridin-2-yl)amino)isoindolin-1-one